N-(3-fluorophenyl)-2-{methyl[2-(1-methyl-1H-imidazol-4-yl)-5H,6H,7H-cyclopenta[d]pyrimidin-4-yl]amino}acetamide FC=1C=C(C=CC1)NC(CN(C=1C2=C(N=C(N1)C=1N=CN(C1)C)CCC2)C)=O